CN1C=CC2=C(C=C(C=C12)C#N)B1OC(C(O1)(C)C)(C)C 1-methyl-4-(4,4,5,5-tetramethyl-1,3,2-dioxaborolan-2-yl)-1H-indole-6-carbonitrile